[6-bromo-2-(3,5-difluorophenoxy)phenyl]fluoroacetic acid BrC1=CC=CC(=C1C(C(=O)O)F)OC1=CC(=CC(=C1)F)F